ClCC(=O)N(C(C(NC1CCOCC1)=O)C=1C=NC=NC1)C1=CC=C(C=C1)C1=CN=CO1 2-chloro-N-(4-(oxazol-5-yl)phenyl)-N-(2-oxo-1-(pyrimidin-5-yl)-2-((tetrahydro-2H-pyran-4-yl)amino)ethyl)acetamide